N-(3-(dimethylamino)propyl)-4-[76Br]bromobenzamide CN(CCCNC(C1=CC=C(C=C1)[76Br])=O)C